C1=C(NC=2C=NC=3C=CC=CC3C21)O 3H-pyrrolo[2,3-c]quinolin-2-ol